methyl 4-(10H-phenoxazin-10-yl)benzoate C1=CC=CC=2OC3=CC=CC=C3N(C12)C1=CC=C(C(=O)OC)C=C1